(3,4-difluoro-2-((trifluoromethyl)thio)phenyl)boronic acid FC=1C(=C(C=CC1F)B(O)O)SC(F)(F)F